NC1=CC(=C2C(N(CCCCC[C@@](C3=NN=C(C1=N2)O3)(C(F)(F)F)O)CC3=CC(=CC=C3)C(F)(F)F)=O)C(F)(F)F (6R)-17-amino-6-hydroxy-6,15-bis(trifluoromethyl)-12-[[3-(trifluoromethyl)phenyl]methyl]-19-oxa-3,4,12,18-tetrazatricyclo[12.3.1.12,5]nonadeca-1(18),2,4,14,16-pentaen-13-one